CCCC(CCCCCCC)=O 4-Undecanone